P(O)(=O)(OP(=O)(O)OP(=O)(O)O)OC[C@@H]1[C@H]([C@H]([C@@H](O1)C1=CN(C(=O)NC1=O)C1CCCCC1)O)O 1-cyclohexylpseudouridine triphosphate